tert-butyl ((1R,5S,6s)-3-(2-(((E)-((Z)-5'-bromo-2'-oxo-[2,3'-biindolinylidene]-3-ylidene)amino)oxy)acetyl)-3-azabicyclo[3.1.0]hexan-6-yl)carbamate BrC=1C=C2/C(/C(NC2=CC1)=O)=C\1/NC2=CC=CC=C2/C1=N\OCC(=O)N1C[C@@H]2C([C@@H]2C1)NC(OC(C)(C)C)=O